barium 1,3-propanedisulfonate C(CCS(=O)(=O)[O-])S(=O)(=O)[O-].[Ba+2]